C(CCCCCCCC)OC1=C(CBr)C=CC=C1 2-(nonyloxy)benzyl bromide